Cl.N1N=CC2=CC(=CC=C12)C#CC(C)NC(=O)N1CCNCC1 N-(4-(1H-indazol-5-yl)but-3-yn-2-yl)piperazine-1-carboxamide hydrochloride